C(#N)C=1C=C(C=NC1)S(=O)(=O)N([C@H](C(F)(F)F)C1=CC=C(C=C1)F)CCF (S)-5-Cyano-N-(2-fluoroethyl)-N-(2,2,2-trifluoro-1-(4-fluorophenyl)ethyl)pyridine-3-sulfonamide